1-(4-bromobenzyl)-3-(5-trifluoromethylfuran-2-yl)methylpyrimidine-2,4(1H,3H)-dione BrC1=CC=C(CN2C(N(C(C=C2)=O)CC=2OC(=CC2)C(F)(F)F)=O)C=C1